F[C@@H]1C[C@H]2[C@H]3CN([C@@H]([C@H]3[C@@H]1C2)C(=O)OC)C(=O)C=2C=NN(C2)C2=C(C=CC=C2)C(F)(F)F methyl (1S,2R,3S,6R,7S,9R)-9-fluoro-4-{1-[2-(trifluoromethyl)phenyl]pyrazole-4-carbonyl}-4-azatricyclo[5.2.1.0^{2,6}]decane-3-carboxylate